2-(6-fluoro-3-methoxy-2-methylphenyl)-1,3-dioxolane FC1=CC=C(C(=C1C1OCCO1)C)OC